(2,6-Dioxopiperidin-3-yl)-9'-oxo-4',7',8',9'-tetrahydro-3'H-spiro[piperidine-4,2'-pyrano[2,3-e]isoindole]-1-carboxylic acid tert-butyl ester C(C)(C)(C)OC(=O)N1CCC2(C(CC=3C(=C4C(NCC4=CC3)=O)O2)C2C(NC(CC2)=O)=O)CC1